(S)-2-((5-(4-(4-methyl-4H-1,2,4-triazol-3-yl)-piperazin-1-yl)pyridin-2-yl)amino)-6,6a,7,8-tetrahydro-9H-pyrido-[2,3-b]pyrrolo[1,2-d]-[1,4]oxazin-9-one CN1C(=NN=C1)N1CCN(CC1)C=1C=CC(=NC1)NC1=CC2=C(OC[C@H]3N2C(CC3)=O)N=C1